5-Benzyloxy-2-chloro-pyridine C(C1=CC=CC=C1)OC=1C=CC(=NC1)Cl